4,4'-(2-pyridylmethylene)-bisphenol N1=C(C=CC=C1)C(C1=CC=C(C=C1)O)C1=CC=C(C=C1)O